FC1([C@@H]([C@H](CCC1)N1CCN(CC1)C(C)C)NC(=O)N1C[C@@H]2[C@H](C1)CC(C2)C2=NC=CC=C2)F (3aR,5R,6aS)-N-{(1R,6S)-2,2-difluoro-6-[4-(propan-2-yl)piperazin-1-yl]cyclohexyl}-5-(pyridine-2-yl)hexahydrocyclopenta[c]pyrrole-2(1H)-carboxamide